CN1CCC(CC1)CC(=O)N 2-(1-methylpiperidin-4-yl)acetamide